Heptane-4-ol CCCC(CCC)O